[Na+].OCC=1C=C(C(=O)NCCCCCC(=O)ON2C(C(CC2=O)S(=O)(=O)[O-])=O)C=CC1[N+](=O)[O-] 1-((6-(3-(hydroxymethyl)-4-nitrobenzoylamino)hexanoyl)oxy)-2,5-dioxopyrrolidine-3-sulfonic acid sodium salt